OCC1=C(C=CC(=C1)[C@H](CNCCCCCCOCCCCC1=CC=CC=C1)O)O (R)-2-(hydroxymethyl)-4-[1-hydroxy-2-[6-(4-phenylbutoxy)hexylamino]ethyl]-phenol